FC=1C=C(C=CC1F)C(C1=CN=C(S1)NC(OCCCC)=O)O butyl 5-((3,4-difluorophenyl)(hydroxy)methyl)thiazol-2-ylcarbamate